1-[[2-(1,1-difluoroethyl)pyridin-4-yl]methyl]-3-[rac-(1R,2R,4S)-2-bicyclo[2.2.1]heptyl]urea FC(C)(F)C1=NC=CC(=C1)CNC(=O)N[C@H]1[C@@H]2CC[C@H](C1)C2 |r|